C(C)(C)(C)OC(=O)N1CCN(C2=CC=CC=C12)C1=CC2=C(N=C(N=C2)SC)N(C1=O)C 4-(8-methyl-2-methylsulfanyl-7-oxo-pyrido[2,3-d]pyrimidin-6-yl)-2,3-dihydroquinoxaline-1-carboxylic acid tert-butyl ester